(S)-3-(tert-butyl)-N-(7-(3-hydroxyl-3-methylbut-1-yn-1-yl)-5-methyl-4-oxo-2,3,4,5-Tetrahydrobenzo[b][1,4]oxazepine-3-yl)imidazo[2,1-b]thiazole-6-carboxamide C(C)(C)(C)C=1N2C(SC1)=NC(=C2)C(=O)N[C@@H]2C(N(C1=C(OC2)C=CC(=C1)C#CC(C)(C)O)C)=O